10-difluoromethylsulfanyl-2-((S)-1-[1,4]dioxan-2-ylmethoxy)-9-methoxy-1-methyl-6,7-dihydro-pyrido[2,1-a]isoquinolin-4-one FC(F)SC1=C(C=C2CCN3C(C2=C1)=C(C(=CC3=O)OC[C@H]3OCCOC3)C)OC